2-(methoxy-4-nitrophenyl)-3-(4-nitrophenyl)(2,4-disulfophenyl)-2H-tetrazole monosodium salt [Na+].COC1=C(C=CC(=C1)[N+](=O)[O-])N1NC(=NN1C1=CC=C(C=C1)[N+](=O)[O-])C1=C(C=C(C=C1)S(=O)(=O)[O-])S(=O)(=O)[O-]